N-(4-(4,4-difluorocyclohexyl)pyrimidin-2-yl)-4-nitro-N-(4-nitro-2-(6-azaspiro[2.5]octan-6-yl)benzoyl)-2-(6-azaspiro[2.5]octan-6-yl)benzamide FC1(CCC(CC1)C1=NC(=NC=C1)N(C(C1=C(C=C(C=C1)[N+](=O)[O-])N1CCC2(CC2)CC1)=O)C(C1=C(C=C(C=C1)[N+](=O)[O-])N1CCC2(CC2)CC1)=O)F